ClC1=C(C=CC=C1F)C1=CC(OC2=CC(=CC=C12)OC(C(=O)O)C)=O 2-[4-(2-chloro-3-fluoro-phenyl)-2-oxo-chromen-7-yl]oxypropionic acid